C(CCCCCCC)C=1C=C(C=CC1CCCCCCCC)O 3,4-di-n-octylphenol